C(\C=C\C(=O)O)(=O)O.C(C)OC(=O)N1CC2(CC(C2)N2CCC(CC2)C2=CC=NN2C)CC1 (2r,4s)-2-[4-(1-methyl-1H-pyrazol-5-yl)piperidin-1-yl]-6-azaspiro[3.4]octane-6-carboxylic acid ethyl ester fumarate